C(C)OCOC=1C=C(C=O)C=CC1C=1N=NC(=CC1C)NC1CC(C1)(C)O 3-(ethoxymethoxy)-4-(6-(((cis)-3-hydroxyl-3-methylcyclobutyl)amino)-4-methylpyridazin-3-yl)benzaldehyde